Cl[Si]1(O[Si](C1)(C)Cl)C 1,3-dichloro-1,3-dimethyl-1,3-disiloxetane